C1(CC1)OC=1C(=C(C=C2C(=NC(=NC12)OC[C@H]1N(CCC1)C)N1[C@H](CN(CC1)C(=O)OC(C)(C)C)C)OC)C1=C2C=NNC2=CC=C1C tert-butyl (3S)-4-(8-cyclopropoxy-6-methoxy-7-(5-methyl-1H-indazol-4-yl)-2-((((S)-1-methylpyrrolidin-2-yl))methoxy)quinazolin-4-yl)-3-methylpiperazin-1-carboxylate